(E)-4-(4-methylphenyl)-3-butene-2-one CC1=CC=C(C=C1)/C=C/C(C)=O